C(CC=C)OC1=C(C(=CC(=C1)F)C)C1=CC(=C(C(=C1)C)F)[C@H](CC(=O)OCC)NC([C@@H](CCC=C)OS(=O)(=O)C)=O Ethyl (S)-3-(2'-(but-3-en-1-yloxy)-4,4'-difluoro-5,6'-dimethyl-[1,1'-biphenyl]-3-yl)-3-((R)-2-((methylsulfonyl)oxy)hex-5-enamido)propanoate